N1C=CC=2C1=NC=C(C2)OC2=CC(=NC=C2C(=O)NS(=O)(=O)C2=CC(=C(C=C2)NCCCOC(C)C)[N+](=O)[O-])N2CCC1(CC(C1)N1C(CCC1)C1=C(C=CC=C1)C(C)C)CC2 4-((1H-Pyrrolo[2,3-b]pyridin-5-yl)oxy)-N-((4-((3-isopropyloxypropyl)amino)-3-nitroPhenyl)sulfonyl)-6-(2-(2-(2-isopropylphenyl)pyrrolidin-1-yl)-7-azaspiro[3.5]nonan-7-yl)nicotinamide